[Sn].[Cr] chromium-tin